(R)-4-methyl-N-(1-(2-methyl-3-(trifluoromethyl)phenyl)ethyl)-7-(4,7-diazaspiro[2.5]octan-7-yl)phthalazin-1-amine CC1=NN=C(C2=CC(=CC=C12)N1CCNC2(CC2)C1)N[C@H](C)C1=C(C(=CC=C1)C(F)(F)F)C